COC1=CC2=C3C(C=C(N=C3N(C(=C2)C(F)(F)F)C2=CC=CC=C2)C(F)(F)F)=C1 5-methoxy-1-phenyl-2,8-bis(trifluoromethyl)-1H-benzo[de][1,8]naphthyridine